FC1=C(C=CC(=C1)F)CNC(=O)C=1C(C(=C2N(CC3N(C2=O)[C@@H]([C@@H](O3)C3=CC=CC=C3)C)C1)O)=O (2S,3R)-N-[(2,4-difluorophenyl)methyl]-6-hydroxy-3-methyl-5,7-dioxo-2-phenyl-2,3,5,7,11,11a-hexahydro[1,3]oxazolo[3,2-a]pyrido[1,2-d]pyrazine-8-carboxamide